NC1=CC=CC2=CC=CC=C12 4-aminonaphthalen